COC=1C2=C(N=CN1)C=CS2 4-methoxythieno[3,2-d]pyrimidin